C(#N)C(C)(C)C1=CC=2N(C=C1)C(=CN2)C2=CC(=C(C(=O)N(C)CC1CC1)C(=C2)OC)OC(F)F 4-[7-(1-Cyano-1-methyl-ethyl)imidazo[1,2-a]pyridin-3-yl]-N-(cyclopropylmethyl)-2-(difluoromethoxy)-6-methoxy-N-methyl-benzamide